2-(4-(4-methyl-4H-1,2,4-triazol-3-yl)piperidin-1-yl)-3-(pyridin-4-yl)benzonitrile CN1C(=NN=C1)C1CCN(CC1)C1=C(C#N)C=CC=C1C1=CC=NC=C1